6-(1H-benzo[d]imidazol-4-yl)-3-methyl-3,6-diazabicyclo[3.1.1]heptane N1C=NC2=C1C=CC=C2N2C1CN(CC2C1)C